2,5-Dimethyl-7-(1-(phenylamino)ethyl)quinolin-8-ol CC1=NC2=C(C(=CC(=C2C=C1)C)C(C)NC1=CC=CC=C1)O